ClC=1C=CC2=C(C(C[C@@H](O2)C(=O)NC23CC(C2)(C3)N3N=CC(=C3)O[C@H]3C[C@H](CC3)OC(F)(F)F)=O)C1 |&1:24,26| (2R)-6-chloro-4-oxo-N-[3-(4-{[(1RS,3SR)-3-(trifluoromethoxy)cyclopentyl]oxy}-1H-pyrazol-1-yl)bicyclo[1.1.1]pentan-1-yl]-3,4-dihydro-2H-1-benzopyran-2-carboxamide